C(#C)C(C)CC 2-ethynyl-butane